[Cl-].[Mn+4].[Cl-].[Cl-].[Cl-] manganese(IV) chloride